1-cyclopropyl-6-fluoro-7-(4-methylpiperazin-1-yl)-3-({[(2-methylpyridin-4-yl)methyl][(3e)-1-(pyridin-3-yl)piperidin-3-yl]amino}methyl)-1,4-dihydroquinolin-4-one C1(CC1)N1C=C(C(C2=CC(=C(C=C12)N1CCN(CC1)C)F)=O)CN(C1CN(CCC1)C=1C=NC=CC1)CC1=CC(=NC=C1)C